2-((2-Methoxyphenyl)amino)-1-(4-(5-(trifluoromethyl)-1,2,4-oxadiazol-3-yl)phenyl)ethan-1-on COC1=C(C=CC=C1)NCC(=O)C1=CC=C(C=C1)C1=NOC(=N1)C(F)(F)F